tert-butyl-4-chloro-3-(3-(2-chloro-5-(ethoxycarbonyl)-3-nitrophenoxy)-2-(methoxymethoxy)propoxy)-5-nitrobenzoate C(C)(C)(C)OC(C1=CC(=C(C(=C1)[N+](=O)[O-])Cl)OCC(COC1=C(C(=CC(=C1)C(=O)OCC)[N+](=O)[O-])Cl)OCOC)=O